N-[1-[3-amino-7-(2-fluoro-6-methyl-phenyl)-5-isoquinolyl]-4-piperidyl]acetamide NC=1N=CC2=CC(=CC(=C2C1)N1CCC(CC1)NC(C)=O)C1=C(C=CC=C1C)F